NC=1C(=C(C=CC1)C1=NN2C(CN(CC2)C(=O)OC(C)(C)C)=N1)OC tert-butyl 2-(3-amino-2-methoxyphenyl)-5,6-dihydro-[1,2,4]triazolo[1,5-a]pyrazine-7(8H)-carboxylate